Cl.C(CCCC)(=O)O pentanoic acid hydrochloride